O=C1N2C(=NC3=CC=CC=C13)SC(=N2)NC=2C=C(C(=O)NCC1=NC=CC=C1)C=CC2 3-((5-Oxo-5H-[1,3,4]thiadiazolo[2,3-b]quinazolin-2-yl)amino)-N-(pyridin-2-ylmethyl)benzamide